(S)-2-(2-(1-amino-1,3-dihydrospiro[indene-2,4'-piperidin]-1'-yl)-5-((2-(trifluoromethyl)pyridin-3-yl)thio)-1H-imidazo[4,5-b]pyrazin-1-yl)ethan-1-ol N[C@@H]1C2=CC=CC=C2CC12CCN(CC2)C2=NC=1C(=NC=C(N1)SC=1C(=NC=CC1)C(F)(F)F)N2CCO